ClC1=CC=C(NC(F)(F)F)C=C1 4-chloro-N-(trifluoromethyl)aniline